BrCC(CBr)CBr 1,3-dibromo-2-(bromomethyl)-propane